N,N-bis(2-hydroxyethyl)-N-(2-hydroxypropyl)amine hydrochloride Cl.OCCN(CC(C)O)CCO